[Si](C)(C)(C(C)(C)C)OCCCC(=O)SC[C@@H](C(=O)OC)NC(CCNC(=O)[C@@H]1OC(OCC1(C)C)(C)C)=O methyl (2R)-3-([4-[(tert-butyldimethylsilyl)oxy]butanoyl]sulfanyl)-2-(3-[[(4R)-2,2,5,5-tetramethyl-1,3-dioxan-4-yl]formamido]propanamido)propanoate